benzopyrimidone N1C(N=CC2=C1C=CC=C2)=O